tert-butyl (R)-3,4-dichloro-12-oxo-1-(((R)-1-phenylethyl)amino)-6a,7,9,10-tetrahydro-12H-pyrazino[2,1-c]pyrido[3,4-f][1,4]oxazepine-8(6H)-carboxylate ClC1=C(C2=C(C(N3[C@@H](CO2)CN(CC3)C(=O)OC(C)(C)C)=O)C(=N1)N[C@H](C)C1=CC=CC=C1)Cl